trifluoromethyl-(1,10-diazaphenanthrene) copper (I) [Cu+].FC(F)(F)C1=NC=2N=CC3=CC=CC=C3C2C=C1